diphenyl-butan C1(=CC=CC=C1)C(C(C)C1=CC=CC=C1)C